C[C@H]1N(CCN(C1)C1=CC(=C(C(=C1)F)F)F)C(=O)NCCC1CCN(CC1)CC=1SC=CC1 (2R)-2-methyl-N-{2-[1-(thiophen-2-ylmethyl)piperidin-4-yl]ethyl}-4-(3,4,5-trifluorophenyl)piperazine-1-carboxamide